FC1=C(C=CC=C1)NNC(C1=C(C=C(C=C1)/C(=C/C(C(F)(F)F)C1=CC(=C(C(=C1)Cl)Cl)Cl)/F)C(F)(F)F)=O (Z)-N'-(2-fluorophenyl)-4-(1,4,4,4-tetrafluoro-3-(3,4,5-trichlorophenyl)but-1-en-1-yl)-2-(trifluoromethyl)benzoyl-hydrazine